N-(2-(3-hydroxy-3-methylbutyl)-1-methyl-5-(oxetan-3-ylmethoxy)-1H-benzo[d]imidazol-6-yl)-2-(2-methylpyridin-4-yl)oxazole-4-carboxamide OC(CCC1=NC2=C(N1C)C=C(C(=C2)OCC2COC2)NC(=O)C=2N=C(OC2)C2=CC(=NC=C2)C)(C)C